C1(CC1)CN1N=CC=2C1=NC(=CC2)NC2=NC=C(C(=C2)N2C[C@H](CCC2)O)C=2C=NN(C2)C(C)C (S)-1-(2-((1-(cyclopropylmethyl)-1H-pyrazolo[3,4-b]pyridin-6-yl)amino)-5-(1-isopropyl-1H-pyrazol-4-yl)pyridin-4-yl)piperidin-3-ol